Di-t-butyl di-carbonate C(OC(C)(C)C)([O-])=O.C(OC(C)(C)C)([O-])=O